methyl 4-[3-[(3R)-3-amino-5-[(4-chlorophenyl)methyl]-8-fluoro-1,1,4-trioxo-2,3-dihydro-1lambda6,5-benzothiazepin-7-yl]-1,2,4-oxadiazol-5-yl]-4-methyl-piperidine-1-carboxylate N[C@H]1CS(C2=C(N(C1=O)CC1=CC=C(C=C1)Cl)C=C(C(=C2)F)C2=NOC(=N2)C2(CCN(CC2)C(=O)OC)C)(=O)=O